tert-butyl 2-bromo-2-(2-cyclopropyl-3-isopropoxyphenyl)acetate BrC(C(=O)OC(C)(C)C)C1=C(C(=CC=C1)OC(C)C)C1CC1